C(C)C1=C(C=CC=C1)[C@@H](C)OC(=O)NC=1C(=NOC1C1CCN(CC1)C1=CC=C(C=C1)C1(CC1)C(=O)NS(=O)(=O)CCC(=O)OC)C methyl 3-({[1-(4-{4-[4-({[(1R)-1-(2-ethylphenyl)ethoxy]carbonyl}amino)-3-methyl-1,2-oxazol-5-yl]piperidin-1-yl}phenyl)cyclopropyl]formamido}sulfonyl)propanoate